3,5-Di-t-butylbenzenesulfonic acid C(C)(C)(C)C=1C=C(C=C(C1)C(C)(C)C)S(=O)(=O)O